4-[5-(aminomethyl)pyridin-2-yl]-3-(6-piperidin-1-ylpyridazin-4-yl)oxybenzonitrile NCC=1C=CC(=NC1)C1=C(C=C(C#N)C=C1)OC1=CN=NC(=C1)N1CCCCC1